ClC1=C(N=C(NC1=O)C1=CC(=NC=C1)F)N1CCC(CC1)C(=O)NCC 1-[5-chloro-2-(2-fluoro-4-pyridinyl)-6-oxo-1H-pyrimidin-4-yl]-N-ethyl-piperidine-4-carboxamide